N1C(N2C=3C(C=CC=CC13)C(CC2)=O)=O 1,3,4,5A-tetrahydro-1,2a-diazabenzo[cd]azulene-2,5-dione